BrC1=CC=C2C(=NC(=NC2=C1F)OC[C@]12CCCN2C[C@@H](C1)F)N1C[C@@]2(CCO2)CCC1 (S)-6-(7-bromo-8-fluoro-2-(((2R,7aS)-2-fluorotetrahydro-1H-pyrrolizin-7a(5H)-yl)methoxy)quinazolin-4-yl)-1-oxa-6-azaspiro[3.5]nonane